O1S(CCCC1=O)(=O)=O 1,2-oxathiane-6-one-2,2-dioxide